ClC1=CC=C2C(=CNC2=C1SC)S(=O)(=O)NC1=NC=C(C(=N1)OC)CC(F)F 6-chloro-N-[5-(2,2-difluoroethyl)-4-methoxy-pyrimidin-2-yl]-7-(methylsulfanyl)-1H-indole-3-sulfonamide